C12CC(CC(CC1)N2)C=2C=1N(C=C(N2)C=2C=NN(C2)C)N=CC1 4-(8-azabicyclo[3.2.1]oct-3-yl)-6-(1-methylpyrazol-4-yl)pyrazolo[1,5-a]pyrazine